ClC=1N=CC=C2C1N(C(=C2)C(=O)O)COCC[Si](C)(C)C 7-chloro-1-[[2-(trimethylsilyl)ethoxy]methyl]pyrrolo[2,3-c]pyridine-2-carboxylic acid